4-(2,7-diazaspiro[3.5]nonan-2-yl)-6-(2,2,2-trifluoroethyl)pteridine C1N(CC12CCNCC2)C2=NC=NC1=NC=C(N=C21)CC(F)(F)F